N1=CC=C(C=C1)C1=CC=C(C=C1)C1=C2C(=NNC2=CC=C1)N 4-(4-(pyridin-4-yl)phenyl)-1H-indazol-3-amine